tert-butyl 4-(furan-2-ylmethyl)-3-oxo-1-thia-4,8-diazaspiro[4.5]decane-8-carboxylate O1C(=CC=C1)CN1C(CSC12CCN(CC2)C(=O)OC(C)(C)C)=O